CC1=C(C=C(C(=C1)C1(COC1)OCCCCC)C)N=CN(C)CC N'-(2,5-dimethyl-4-(3-(pentyloxy)oxetan-3-yl)phenyl)-N-ethyl-N-methylformimidamide